11-(2-((4-methoxybenzyl)oxy)ethyl)eicosan-1-ol COC1=CC=C(COCCC(CCCCCCCCCCO)CCCCCCCCC)C=C1